O1CCC2=C1C=C(C=C2)C2=CN=CC(=N2)C(=O)N2CCCC1=CC=CC=C21 (6-(2,3-dihydrobenzofuran-6-yl)pyrazin-2-yl)(3,4-dihydroquinolin-1(2H)-yl)methanone